(dichloromethoxy)benzene ClC(OC1=CC=CC=C1)Cl